BrC=1SC(=CN1)CC 2-Bromo-5-ethylthiazole